ClC=1C=C(C=C(C1)Cl)S(=O)(=O)N1[C@@H](CCC1)C(=O)N[C@H](C(=O)O)CC1=CC=C(C=C1)C1=C(C=C(C=C1OC)COCC#C)OC (S)-2-((S)-1-((3,5-dichlorophenyl)sulfonyl)pyrrolidine-2-carboxamido)-3-(2',6'-dimethoxy-4'-((prop-2-yn-1-yloxy)methyl)-[1,1'-biphenyl]-4-yl)propanoic acid